CC=1C=C(C=CC1C)/C=C/C(=O)C1=C(C=C(C=C1O)O)O (E)-3-(3,4-Dimethylphenyl)-1-(2,4,6-trihydroxyphenyl)prop-2-en-1-one